(S)-4-(cyclopropyl(4-(5,6,7,8-tetrahydro-1,8-naphthyridin-2-yl)butyl)amino)-2-((5-(trifluoromethyl)pyrimidin-2-yl)amino)butanoic acid C1(CC1)N(CC[C@@H](C(=O)O)NC1=NC=C(C=N1)C(F)(F)F)CCCCC1=NC=2NCCCC2C=C1